CN(C)CC1=NC2=C(C=CC=C2C=C1)NS(=O)(=O)C1=CC=C(C=C1)S(=O)(=O)N N-(2-((Dimethylamino)methyl)quinolin-8-yl)benzene-1,4-disulfonamide